C=1N=CN2C1C(=CC=C2)C(=O)N2C[C@@H]([C@H](CC2)C2=CC=CC=C2)NC([C@H](C(C)(C)C)NC(OC(C)(C)C)=O)=O tert-butyl ((S)-1-(((3R,4R)-1-(imidazo[1,5-a]pyridine-8-carbonyl)-4-phenylpiperidin-3-yl)amino)-3,3-dimethyl-1-oxobutan-2-yl)carbamate